(4S)-4-[(tert-butoxycarbonyl)amino]pentanoic acid C(C)(C)(C)OC(=O)N[C@H](CCC(=O)O)C